N-(4-{1-[(3-ethoxyphenyl)carbonyl]piperidin-4-yl}butyl)thieno[2,3-c]pyridine-2-carboxamide C(C)OC=1C=C(C=CC1)C(=O)N1CCC(CC1)CCCCNC(=O)C1=CC=2C(=CN=CC2)S1